ethyl 1-((4'-cyano-[1,1'-biphenyl]-4-yl)methyl)-1H-pyrazole-4-carboxylate C(#N)C1=CC=C(C=C1)C1=CC=C(C=C1)CN1N=CC(=C1)C(=O)OCC